4-benzopyranedione O1C(C(CC2=C1C=CC=C2)=O)=O